BrC=1C=C(N(N1)COCC[Si](C)(C)C)C(=O)OC methyl 5-bromo-2-{[2-(trimethylsilyl)ethoxy]methyl}pyrazole-3-carboxylate